4,4-difluorocyclohex-1-enylboronic acid pinacol ester FC1(CC=C(CC1)B1OC(C)(C)C(C)(C)O1)F